C(C)(C)(C)NC(C(=O)C=1C(=C(N(C1)C)C)C(=O)NC1=CC(=C(C=C1)F)C#N)=O (2-(tert-butylamino)-2-oxoacetyl)-N-(3-cyano-4-fluorophenyl)-1,2-dimethyl-1H-pyrrole-3-carboxamide